2-benzoylaminopyridine C(C1=CC=CC=C1)(=O)NC1=NC=CC=C1